(E)-3-benzyl-5-(phenyl-(benzoyl)methylene)oxazolidine-2,4-dione C(C1=CC=CC=C1)N1C(O/C(/C1=O)=C(/C(C1=CC=CC=C1)=O)\C1=CC=CC=C1)=O